C(C)N1NNN=C1 N-ethyl-2H-tetrazole